C(#N)C=1N=CC(=NC1)C=1C(=CC(=NC1)NC(C)=O)NC1=NC(=NC=C1)C(C)(F)F N-(5-(5-cyanopyrazin-2-yl)-4-((2-(1,1-difluoroethyl)pyrimidin-4-yl)amino)pyridin-2-yl)acetamide